C1(CC1)CN1N=C(C(=C1)C1=NC(=CC=C1C(C)O)N1C=NC2=C1C=CC(=C2)NC=2N=NC(=CC2)C)C 1-[2-[1-(cyclopropylmethyl)-3-methyl-pyrazol-4-yl]-6-[5-[(6-methylpyridazin-3-yl)amino]benzimidazol-1-yl]-3-pyridinyl]ethanol